N,N-dibenzyl-4-methyl-8-azabicyclo[3.2.1]octan-2-amine C(C1=CC=CC=C1)N(C1C2CCC(C(C1)C)N2)CC2=CC=CC=C2